4-methoxy-N-(4-pyrimidin-5-ylthiazol-2-yl)benzamide COC1=CC=C(C(=O)NC=2SC=C(N2)C=2C=NC=NC2)C=C1